pyrrolo[3,2-b]pyridine-7-carboxylate N1C=CC2=NC=CC(=C21)C(=O)[O-]